C(C)(C)(C)OC(C(COC1=CC=C(C=C1)B1OC(C(O1)(C)C)(C)C)O)=O tert-butyl-2-hydroxy-3-(4-(4,4,5,5-tetramethyl-1,3,2-dioxaborolan-2-yl)phenoxy)propanoate